5-(4-methyl-1H-imidazol-2-yl)phenol CC=1N=C(NC1)C=1C=CC=C(C1)O